CC1(CN(C=2C1=NC=CC2)C(=O)N2CC1(CC2)CCN(CC1)CC1=CC(=C(C#N)C=C1)F)C 4-((2-(3,3-dimethyl-2,3-dihydro-1H-pyrrolo[3,2-b]pyridine-1-carbonyl)-2,8-diazaspiro[4.5]decan-8-yl)methyl)-2-fluorobenzonitrile